CC1=C(C=2N(N=C1N1CC=3C=C(C=NC3CC1)C=1C(=NN(C1C)C)C)C(=NN2)C(F)(F)F)C 6-[7,8-dimethyl-3-(trifluoromethyl)-[1,2,4]triazolo[4,3-b]pyridazin-6-yl]-3-(1,3,5-trimethylpyrazol-4-yl)-7,8-dihydro-5H-1,6-naphthyridine